6-Fluoro-3-(4-hydroxyphenyl)-2-methylquinazolin-4(3H)-one FC=1C=C2C(N(C(=NC2=CC1)C)C1=CC=C(C=C1)O)=O